ClC=1C=C(C=2N(C1)N=C(N2)C)N2CCOCC2 4-{6-chloro-2-methyl-[1,2,4]triazolo[1,5-a]pyridin-8-yl}morpholine